ClC(=CCl)OC1=CC=C(C=C1)F 1-((1,2-Dichlorovinyl)oxy)-4-fluorobenzene